1,3,5-tris(amino)benzene NC1=CC(=CC(=C1)N)N